2-(1-Methylpyrazol-4-yl)pyrimidine-4-carboxylic acid ethyl ester C(C)OC(=O)C1=NC(=NC=C1)C=1C=NN(C1)C